1-N-butyl-2-pyrrolidone C(CCC)N1C(CCC1)=O